O=C1N(C2=CC=CC=C2C(N1CCC1=CC=NC=C1)=O)CC1=CC=C(C(=O)NO)C=C1 4-((2,4-dioxo-3-(2-(pyridin-4-yl)ethyl)-3,4-dihydroquinazolin-1(2H)-yl)methyl)-N-hydroxybenzamide